Cl.COC=1C=C2C(NN=C(C2=CC1OC)C1=C(C=C(CS(=O)(=O)N)C=C1)F)=O (4-(6,7-dimethoxy-4-oxo-3,4-dihydro-phthalazin-1-yl)-3-fluorobenzyl)sulfonamide hydrochloride salt